bis(dimethylamino)-dimethyl-silane CN(C)[Si](C)(C)N(C)C